N-(3-bromobenzyl)phthalimide neodymium samarium praseodymium [Pr].[Sm].[Nd].BrC=1C=C(CN2C(C=3C(C2=O)=CC=CC3)=O)C=CC1